BrC1=C(C=C(C=C1)I)C[C@@H](C(=O)O)NC(=O)OCC1C2=CC=CC=C2C=2C=CC=CC12 (2S)-3-(2-bromo-5-iodophenyl)-2-(9H-fluoren-9-ylmethoxycarbonylamino)propanoic acid